CNC=1C=C(C=CC1[N+](=O)[O-])N1CCC(CC1)OC1CCN(CC1)C(=O)OC(C)(C)C tert-butyl 4-[[1-[3-(methylamino)-4-nitro-phenyl]-4-piperidyl]oxy]piperidine-1-carboxylate